C1(CC1)C([C@@H](C(NC=1C=NN(C1)C(C)C=1C(=NOC1)CC(F)(F)F)=O)NC(=O)C=1N(N=CC1)C(C)C)C1CC1 N-[(1S)-1-(dicyclopropyl-methyl)-2-oxo-2-[[1-[1-[3-(2,2,2-trifluoroethyl)isoxazol-4-yl]ethyl]pyrazol-4-yl]amino]ethyl]-2-isopropyl-pyrazole-3-carboxamide